1-((S)-2-(2,2,2-trifluoroacetamido)propanoyloxy)ethyl (S)-1-(2-chlorophenyl)-2-oxocyclohexylmethylcarbamate ClC1=C(C=CC=C1)[C@]1(C(CCCC1)=O)CNC(OC(C)OC([C@H](C)NC(C(F)(F)F)=O)=O)=O